NC1=NC=2C=CC(=CC2C2=C1COC2)C(=O)N(C)[C@@H]2COC1=C2C=CC(=C1)Br 4-amino-N-((3S)-6-bromo-2,3-dihydro-1-benzofuran-3-yl)-N-methyl-1,3-dihydrofuro[3,4-c]quinoline-8-carboxamide